N-[4-(2,4-difluorophenoxy)-3-(5-methoxy-1-methyl-6-oxopyridin-3-yl)phenyl]ethanesulfonamide FC1=C(OC2=C(C=C(C=C2)NS(=O)(=O)CC)C2=CN(C(C(=C2)OC)=O)C)C=CC(=C1)F